[5,6-dimethyl-3-[3-(trifluoromethyl)-bicyclo[1.1.1]pentane-1-carbonyl]pyrazin-2-yl]tetrahydropyran-4-carboxamide CC=1N=C(C(=NC1C)C1OCCC(C1)C(=O)N)C(=O)C12CC(C1)(C2)C(F)(F)F